OC1=C(C(=O)O)C(=CC=C1)CCCCCCCCCCCCCCC 2-Hydroxy-6-pentadecylbenzoic acid